BrC1=C(C=C(C=C1)S(=O)(=O)NCCCC1CC2(C1)CCN(CC2)C(=O)OC(C)(C)C)C tert-butyl 2-(3-((4-bromo-3-methylphenyl) sulfonamido) propyl)-7-azaspiro[3.5]nonane-7-carboxylate